2,3,5,6-tetra(9H-carbazol-9-yl)-4-(1-phenyl-1H-benzo[d]imidazol-2-yl)benzonitrile C1=CC=CC=2C3=CC=CC=C3N(C12)C1=C(C#N)C(=C(C(=C1N1C2=CC=CC=C2C=2C=CC=CC12)C1=NC2=C(N1C1=CC=CC=C1)C=CC=C2)N2C1=CC=CC=C1C=1C=CC=CC21)N2C1=CC=CC=C1C=1C=CC=CC21